N-[3-(N,N-Dimethylamino)propyl]methacrylamide CN(C)CCCNC(C(=C)C)=O